FC1=CC(=C(OC=2C=C(C=C(C2)C(C)(C)O)C=2C3=C(C(N(C2)C)=O)C=C(S3)C(=O)NC3CCC(CC3)O)C(=C1)C)C 7-(3-(4-fluoro-2,6-dimethylphenoxy)-5-(2-hydroxypropan-2-yl)phenyl)-N-((1r,4r)-4-hydroxycyclohexyl)-5-methyl-4-oxo-4,5-dihydrothieno[3,2-c]pyridine-2-carboxamide